4-bromo-1-(1-(3-bromophenyl)-2-(dimethylamino)ethyl)pyridin BrC1=CCN(C=C1)C(CN(C)C)C1=CC(=CC=C1)Br